FC(CN1C(=NC=2C1=NC(=CC2)C2=CNC=1N=C(N=CC12)NCC(C)(C)C)C)F 5-(3-(2,2-difluoroethyl)-2-methyl-3H-imidazo[4,5-b]pyridin-5-yl)-N-neopentyl-7H-pyrrolo[2,3-d]pyrimidin-2-amine